2-(7-((2S,5R)-4-(1-(3-ethylquinoxalin-6-yl)ethyl)-2,5-dimethylpiperazin-1-yl)-4-methyl-5-oxo-4,5-dihydro-2H-pyrazolo[4,3-b]pyridin-2-yl)acetonitrile C(C)C=1C=NC2=CC=C(C=C2N1)C(C)N1C[C@@H](N(C[C@H]1C)C=1C=2C(N(C(C1)=O)C)=CN(N2)CC#N)C